O=S1(C[C@@H](C=C1)NC(=O)C=1C(NC(=C(C1)O)C1=CC=CC=C1)=O)=O (R)-N-(1,1-dioxido-2,3-dihydrothiophen-3-yl)-5-hydroxy-2-oxo-6-phenyl-1,2-dihydropyridine-3-carboxamide